3-[3-methylbicyclo[1.1.1]pent-1-yl]-3-oxopropanenitrile CC12CC(C1)(C2)C(CC#N)=O